CN1N=CC(=C1)C1=CC=C(C=C1)CNC1=NC=NC(=C1)C1=CN=C2N1C=CC(=C2)OC2CCNCC2 N-{[4-(1-methyl-1H-pyrazol-4-yl)phenyl]methyl}-6-[7-(piperidin-4-yloxy)imidazo[1,2-a]pyridin-3-yl]pyrimidin-4-amine